((2,4-difluorobenzyl)oxy)-6-(piperidin-4-yl)pyridine TFA salt OC(=O)C(F)(F)F.FC1=C(COC2=NC(=CC=C2)C2CCNCC2)C=CC(=C1)F